NC=1C2=C(N=CN1)N(C(=C2C2=CC(=C(C=C2)OC2=NC=C(C=N2)CO)OC)C2=CC=C(C=C2)NC(C=C)=O)C N-(4-(4-amino-5-(4-((5-(hydroxymethyl)pyrimidin-2-yl)oxy)-3-methoxyphenyl)-7-methyl-7H-pyrrolo[2,3-d]pyrimidin-6-yl)phenyl)acrylamide